4-(((2R,7aS)-2-fluorotetrahydro-1H-pyrrolizin-7a(5H)-yl)methoxy)-N-hydroxy-6-(6-methyl-1,4-oxazepan-4-yl)-1,3,5-triazine-2-carboximidamide F[C@@H]1C[C@@]2(CCCN2C1)COC1=NC(=NC(=N1)N1CCOCC(C1)C)C(NO)=N